CN([C@H]1CN(CC1)CC(=O)N1[C@@H](CCC1)C#N)C=1C=NC2=CC=CC=C2C1 (2S)-1-[2-[(3R)-3-[methyl(3-quinolyl)amino]pyrrolidin-1-yl]acetyl]pyrrolidine-2-carbonitrile